9,9'-(5-(4,6-diphenyl-1,3,5-triazin-2-yl)-1,3-phenylene)bis(3,6-di(pyridin-2-yl)-9H-carbazole) C1(=CC=CC=C1)C1=NC(=NC(=N1)C1=CC=CC=C1)C=1C=C(C=C(C1)N1C2=CC=C(C=C2C=2C=C(C=CC12)C1=NC=CC=C1)C1=NC=CC=C1)N1C2=CC=C(C=C2C=2C=C(C=CC12)C1=NC=CC=C1)C1=NC=CC=C1